O.S(=O)(=O)(O)CCO.COC=1C=C2C(=CC=NC2=CC1OC)OC1=CC=C(C=C1)NC(=O)C1(CC1)C(=O)NC1=CC=C(C=C1)F N-{4-[(6,7-dimethoxyquinolin-4-yl)oxy]phenyl}-N'-(4-fluorophenyl)cyclopropane-1,1-dicarboxamide isethionate monohydrate